1-methyl-1H-benzo[d]imidazole-2-thiol CN1C(=NC2=C1C=CC=C2)S